C(CCCCCCC)N(C(=O)C=1OC(=CC1)C)CCCCCCCC N,N-dioctyl-5-methyl-2-furamide